2-((6-bromobenzo[d]thiazol-2-yl)amino)-4-(N-methyl-N-(2-methoxyethyl)aminomethyl)pyridine BrC1=CC2=C(N=C(S2)NC2=NC=CC(=C2)CN(CCOC)C)C=C1